2-octyl-1H-indole-1-carboxylic acid tert-butyl ester C(C)(C)(C)OC(=O)N1C(=CC2=CC=CC=C12)CCCCCCCC